C(C)C1(NC(=C(C(=N1)NC1=NNC(=C1)C)OC)C=1C=NN(C1)C)NC1=C(C=C(C=C1)S(=O)(=O)C)F 2-ethyl-N2-(2-fluoro-4-(methylsulfonyl)phenyl)-5-methoxy-N4-(5-methyl-1H-pyrazol-3-yl)-6-(1-methyl-1H-pyrazol-4-yl)pyrimidine-2,4-diamine